FC(F)(F)C=1SC(=CN1)S(=O)(=O)N (trifluoromethyl)thiazole-5-sulfonamide